[Cl-].C(CCCCCCCCCCCCC)[N+](C)(C)CC1=CC=C(C=C1)C=C tetradecyl-(4'-vinylbenzyl)dimethyl-ammonium chloride